(3S,7aR,11aR)-3-isopropyl-9-[2-[4-(trifluoromethyl)phenyl]ethylsulfonyl]-2,3,6,7,7a,8,10,11-octahydrooxazolo[2,3-j][1,6]naphthyridin-5-one C(C)(C)[C@H]1CO[C@@]23CCN(C[C@H]3CCC(N21)=O)S(=O)(=O)CCC2=CC=C(C=C2)C(F)(F)F